2-(7-(1-acetylpiperidin-4-yl)-1-(cyclopropylmethyl)-1H-indol-2-yl)-1-methyl-1,6,7,8-tetrahydro-5H-imidazo[4,5-g]isoquinolin-5-one C(C)(=O)N1CCC(CC1)C=1C=CC=C2C=C(N(C12)CC1CC1)C1=NC=2C(=CC=3CCNC(C3C2)=O)N1C